4-(2-(piperidin-1-yl)ethyl)piperazine N1(CCCCC1)CCN1CCNCC1